1-Ethyl-3,5-dimethyl-1H-pyrazole-4-carboxamide C(C)N1N=C(C(=C1C)C(=O)N)C